FC(S(=O)(=O)[O-])(F)F.FC(S(=O)(=O)C=1[N+](=C(NC1)C)CC)(F)F Trifluoromethanesulfonyl-3-ethyl-2-methylimidazolium trifluoromethanesulfonate